FC1=CC(=C(C=C1)CC1CC2(CN(C2)C(=O)N2C[C@H](CC2)C(=O)N)C1)S(=O)(=O)C (3S)-1-[6-[(4-fluoro-2-methylsulfonyl-phenyl)methyl]-2-azaspiro[3.3]heptane-2-carbonyl]pyrrolidine-3-carboxamide